N,N-Dimethyl-3-(trifluoromethyl)azetidin-3-amine hydrochloride salt Cl.CN(C1(CNC1)C(F)(F)F)C